(E)-3-(2,4-dihydroxyphenyl)-N-[2-[(E)-3-(furan-2-yl)acrylamido]ethyl]acrylamide OC1=C(C=CC(=C1)O)/C=C/C(=O)NCCNC(\C=C\C=1OC=CC1)=O